ClC1=C(C=C(C=C1)NC(=O)N1C2CC(CC1C2)C)[C@@H]2[C@@H](CC2)C#N cis-N-(4-chloro-3-((1S,2R)-2-cyanocyclobutyl)phenyl)-3-methyl-6-azabicyclo[3.1.1]heptane-6-carboxamide